5-amino-1-(1-(2-butynoyl)-6-methylpiperidin-3-yl)-3-(4-(2-chloro-4-fluorophenoxy)phenyl)-1H-pyrazole-4-carboxamide NC1=C(C(=NN1C1CN(C(CC1)C)C(C#CC)=O)C1=CC=C(C=C1)OC1=C(C=C(C=C1)F)Cl)C(=O)N